2-(3-{3-[1-(4-Amino-3-methyl-1H-pyrazolo[3,4-d]pyrimidin-1-yl)ethyl]-5-chloro-2-methoxy-6-methylphenyl}azetidin-1-yl)-3,3,3-trifluoropropan-1-ol NC1=C2C(=NC=N1)N(N=C2C)C(C)C=2C(=C(C(=C(C2)Cl)C)C2CN(C2)C(CO)C(F)(F)F)OC